N-(1-(bicyclo[2.2.2]octan-2-yl)ethyl)-1-oxo-1,2,3,4-tetrahydroisoquinoline-7-sulfonamide C12C(CC(CC1)CC2)C(C)NS(=O)(=O)C2=CC=C1CCNC(C1=C2)=O